4-methyl-1,4-cyclohexadiene-1,2-dicarboxylic acid di-n-butyl ester C(CCC)OC(=O)C1=C(CC(=CC1)C)C(=O)OCCCC